[Cl-].[Cl-].[Cl-].C1(=CC=CC=C1)P(C1=CC=CC=C1)C1=CC=CC=C1.[Ru+3] ruthenium (triphenylphosphine) trichloride